4-[5-(2-aminoethyl)pyridin-2-yl]-3-(2-methyl-5-morpholin-4-ylpyrazol-3-yl)oxybenzonitrile NCCC=1C=CC(=NC1)C1=C(C=C(C#N)C=C1)OC=1N(N=C(C1)N1CCOCC1)C